7-(4-hydroxypiperidin-1-yl)-6-methyl-[1,2,4]triazolo[4,3-a]pyrimidin-3(2H)-one OC1CCN(CC1)C1=NC=2N(C=C1C)C(NN2)=O